2-methoxy-6-methyl-4-(trifluoromethyl)benzaldehyde COC1=C(C=O)C(=CC(=C1)C(F)(F)F)C